ClC=1C(=NC(=C(C1)F)N1C(N(C(=CC1=O)C(F)(F)F)C)=O)OC=1C(=NC=CC1)OCC(=O)NS(=O)(=O)C 2-[[3-[[3-chloro-6-[3,6-dihydro-3-methyl-2,6-dioxo-4-(trifluoromethyl)-1(2H)-pyrimidinyl]-5-fluoro-2-pyridinyl]oxy]-2-pyridinyl]oxy]-N-(methylsulfonyl)-acetamide